6,10-dimethyl-5-undecen-2-one CC(=CCCC(C)=O)CCCC(C)C